CC1(OC=2C=C(C=C(C2[C@H]2[C@@H]1CCC(=C2)C)O)CCCCC)C (6aS,10aR)-6,6,9-trimethyl-3-pentyl-6a,7,8,10a-tetrahydro-6H-benzo[c]chromen-1-ol